N(=[N+]=[N-])C[C@@]1(NC2=CC(=C(C(=C2C1)C1=C(C#N)C=CC=C1F)Cl)F)C1=CC=CC=C1 2-((2S,4S)-2-(azidomethyl)-5-chloro-6-fluoro-2-phenylindolin-4-yl)-3-fluorobenzonitrile